CC1=C(C(=O)Cl)C=C(C(=C1)C(=O)Cl)C 2,5-dimethyl-terephthaloyl chloride